Methyl 2-[[4-[6-[(5-bromopyrimidin-2-yl)methoxy]-2-pyridyl]-2,5-difluorophenyl]methyl]-3-[[(2S)-oxetan-2-yl]methyl]benzimidazole-5-carboxylate BrC=1C=NC(=NC1)COC1=CC=CC(=N1)C1=CC(=C(C=C1F)CC=1N(C2=C(N1)C=CC(=C2)C(=O)OC)C[C@H]2OCC2)F